5-chloro-1-(cyclopropylmethyl)-3-hydrazino-6-methyl-pyrazin-2-one ClC=1N=C(C(N(C1C)CC1CC1)=O)NN